7-chloro-6-((4-morpholino-3-(trifluoromethyl)phenyl)amino)quinoline-5,8-dione ClC1=C(C(C=2C=CC=NC2C1=O)=O)NC1=CC(=C(C=C1)N1CCOCC1)C(F)(F)F